FCCCN1C[C@H](CC1)OC1=CC=C(C=C1)C1=C(CCCC2=C1C=CC(=C2)O)C=2C(=NC(=CC2)OC)C 5-[4-[(3S)-1-(3-fluoropropyl)pyrrolidin-3-yl]oxyphenyl]-6-(6-methoxy-2-methyl-3-pyridyl)-8,9-dihydro-7H-benzo[7]annulen-2-ol